3-(4-(((tert-butoxycarbonyl)amino)methyl)-1H-1,2,3-triazol-1-yl)-7-oxo-4-thia-1-azabicyclo[3.2.0]heptane-3-carboxylic acid-4-nitrobenzyl ester [N+](=O)([O-])C1=CC=C(COC(=O)C2(CN3C(CC3S2)=O)N2N=NC(=C2)CNC(=O)OC(C)(C)C)C=C1